ONC(CN(CC1=CC(=CC=C1)OC)CC=1C=C(C(=O)O)C=CC1)=O 3-[[[2-(hydroxyamino)-2-oxo-ethyl]-[(3-methoxyphenyl)methyl]amino]-methyl]benzoic acid